4-methoxycarbonyl-2,2,6,6-tetramethylpiperidine COC(=O)C1CC(NC(C1)(C)C)(C)C